C(C)OC1=CC=C(C=C1)C(C)(C)C=1N=C(SC1)N 4-(2-(4-ethoxyphenyl)propan-2-yl)thiazol-2-amine